N1=NC(=CC=C1)CS(=O)(=O)N pyridazin-3-yl-methanesulfonamide